tert-butyl (R)-3-((3-fluoroquinolin-5-yl)amino)pyrrolidine-1-carboxylate FC=1C=NC2=CC=CC(=C2C1)N[C@H]1CN(CC1)C(=O)OC(C)(C)C